C(C)(C)(C)OC(=O)N1CCC(CC1)CCS(=O)(=O)O 2-(1-(tert-butoxycarbonyl)piperidin-4-yl)ethanesulfonic acid